C(C)(C)(C)OC(=O)NCCOCCOCCOCCOCCOCCOCCOCCOCCC(=O)OC methyl 1-{[(tert-butoxy)carbonyl]amino}-3,6,9,12,15,18,21,24-octaoxaheptacosan-27-oate